B(C1=CN(N=C1)S(=O)(=O)N(C)C)(O)O 1-(N,N-DIMETHYLSULFAMOYL)-1H-PYRAZOL-4-YLBORONIC ACID